C(#C)C=1C=NC=CC1C=CC1=CC=NC=C1 1-(3-Ethynyl-4-pyridyl)-2-(4-pyridyl)ethylene